CC1CC2(CCN(CC2)C(=O)[O-])C2=C1NC=1N(C2=O)N=CN1 5-methyl-8-oxo-4,5,6,8-tetrahydrospiro[cyclopenta[d][1,2,4]triazolo[1,5-a]pyrimidine-7,4'-piperidine]-1'-carboxylate